C(=O)(O)[C@H](CC(=O)C1=CC2=C(S1)C=C(C(=C2)CCCCOC=2C=C1CN(CC1=CC2OC)C(C[C@@H](C(=O)O)C)=O)OC)C (S)-4-(5-(4-(2-((S)-3-carboxybutanoyl)-6-methoxybenzo[b]thiophen-5-yl)butoxy)-6-methoxy-isoindolin-2-yl)-2-methyl-4-oxobutanoic acid